C(C(=C)C)(=O)OCC(COCCC[Si](O[Si](C)(C)C)(O[Si](C)(C)C)C)O 2-hydroxy-3-[3-[methylbis(trimethylsiloxy) silyl]propoxy]propyl methacrylate